C(C)N1C=2C3=CN=C(C(O[C@@H](C4=CC(=CC=C4C4=NN(C=C4CC2C=N1)C)F)C)=C3)N (19R)-3-ethyl-16-fluoro-10,19-dimethyl-20-oxa-3,4,10,11,23-pentaazapentacyclo[19.3.1.02,6.08,12.013,18]pentacosa-1(24),2(6),4,8,11,13,15,17,21(25),22-decaen-22-amine